2-(2-Morpholinyl)-1-ethanol N1CC(OCC1)CCO